N1C=NC2=NC(=CC=C21)N 1H-imidazo[4,5-b]pyridin-5-amine